O1CCN(CC1)C1=NC(=NC(=N1)NC1=CC(=CC=C1)C(F)(F)F)C=1C=CC2=C(N=CO2)C1 5-(4-morpholino-6-((3-(trifluoromethyl)phenyl)amino)-1,3,5-triazin-2-yl)benzo[d]oxazole